FC1=C(CC2=C(OC=C2)C(=O)NC2CCN(CC2)CCC2=CC=CC=C2)C=CC=C1 (2-Fluorobenzyl)-N-(1-phenethylpiperidin-4-yl)-2-furoamide